ammonium benzenesulfinate salt C1(=CC=CC=C1)S(=O)[O-].[NH4+]